4-([1,1'-biphenyl]-2-yl)-6-(4-(2-hydroxy-3-methoxypropyl)piperazine-1-carbonyl)quinoline-2-carbaldehyde C1(=C(C=CC=C1)C1=CC(=NC2=CC=C(C=C12)C(=O)N1CCN(CC1)CC(COC)O)C=O)C1=CC=CC=C1